ClC=1C=C(C=CC1)C1(CC1)NC1=NC(=NC2=CC=C(C=C12)C=1C(=NOC1C)C)C(=O)NC1CCOCC1 ((1-(3-chlorophenyl)cyclopropyl)amino)-6-(3,5-dimethylisoxazol-4-yl)-N-(tetrahydro-2H-pyran-4-yl)quinazoline-2-carboxamide